5-(4-((3-ethyl-2,4-dioxo-1,2,3,4-tetrahydroquinazolin-7-yl)methyl)piperazin-1-yl)-N,6-dimethylpyrazine-2-carboxamide C(C)N1C(NC2=CC(=CC=C2C1=O)CN1CCN(CC1)C=1N=CC(=NC1C)C(=O)NC)=O